1,3,6,8-tetranitropyrene [N+](=O)([O-])C1=CC(=C2C=CC3=C(C=C(C4=CC=C1C2=C34)[N+](=O)[O-])[N+](=O)[O-])[N+](=O)[O-]